methyl 2-methyl-6-[1-methyl-5-[3-[(1S)-1-methyl-2-(tritylamino)ethoxy]propyl]pyrazol-4-yl]pyridine-4-carboxylate CC1=NC(=CC(=C1)C(=O)OC)C=1C=NN(C1CCCO[C@H](CNC(C1=CC=CC=C1)(C1=CC=CC=C1)C1=CC=CC=C1)C)C